isopropyl ((((2S,3R,4S,5R)-5-(2-amino-6-ethoxy-9H-purin-9-yl)-4-chloro-2,4-difluoro-3-hydroxytetrahydrofuran-2-yl)methoxy)(phenoxy)phosphoryl)-L-alaninate NC1=NC(=C2N=CN(C2=N1)[C@H]1[C@@]([C@@H]([C@@](O1)(F)COP(=O)(OC1=CC=CC=C1)N[C@@H](C)C(=O)OC(C)C)O)(F)Cl)OCC